(1-(3-nitro-5-(trifluoromethyl)phenyl)ethyl)quinazoline-4,6-diamine [N+](=O)([O-])C=1C=C(C=C(C1)C(F)(F)F)C(C)C1=NC2=CC=C(C=C2C(=N1)N)N